O=C1NC(CCC1N1C(C2=CC=CC=C2C1)=O)=O 2-(2,6-DIOXOPIPERIDIN-3-YL)-1-OXOISOINDOLIN